3,4-dihydroxyl-phenylacetaldehyde OC=1C=C(C=CC1O)CC=O